Cl.ClC1=C(CNN)C=C(C=C1)Cl 2,5-dichlorobenzyl-hydrazine hydrochloride